(S)-4-(benzyloxy)-N-(4-methyl-1-oxo-1-(1,4,7-trioxa-10-azacyclododecan-10-yl)pent-2-yl)benzenesulfonamide C(C1=CC=CC=C1)OC1=CC=C(C=C1)S(=O)(=O)N[C@H](C(N1CCOCCOCCOCC1)=O)CC(C)C